S(=O)(OCCC1=CC=C(C=C1)Br)OCCC1=CC=C(C=C1)Br bis(4-bromophenyl ethyl) sulfite